8-chloro-N,7,9-trimethyl-pyrido[3',2':4,5]furo[3,2-d]pyrimidin-4-amine hydrochloride Cl.ClC1=C(C2=C(OC3=C2N=CN=C3NC)N=C1C)C